ethyl N-[4-(2,4-dihydroxyphenyl)pentanoyl]phenylalaninate OC1=C(C=CC(=C1)O)C(CCC(=O)N[C@@H](CC1=CC=CC=C1)C(=O)OCC)C